1-acetyl-N-(2-oxoindolin-5-yl)piperidine-4-carboxamide C(C)(=O)N1CCC(CC1)C(=O)NC=1C=C2CC(NC2=CC1)=O